S(CCC(=O)OCCCCCCCCCCCC)CCC(=O)OCCCCCCCCCCCC Di-dodecyl thiodipropionate